(E)-3-(phenyldiazenyl)-5-(4,4,5,5-tetramethyl-1,3,2-dioxaborolan-2-yl)pyridine-2,6-diamine C1(=CC=CC=C1)/N=N/C=1C(=NC(=C(C1)B1OC(C(O1)(C)C)(C)C)N)N